5-cyanopyridin-3-yl 3-deoxy-3-[4-(2-hydroxythiazol-4-yl)-1H-1,2,3-triazol-1-yl]-2-O-methyl-1-thio-alpha-D-galactopyranoside OC=1SC=C(N1)C=1N=NN(C1)[C@@H]1[C@H]([C@@H](SC=2C=NC=C(C2)C#N)O[C@@H]([C@@H]1O)CO)OC